1H-imidazo[4,5-b]pyrrole N1C=NC=2NC=CC21